1-(4-benzyl-3,4-dihydro-2H-benzo[b][1,4]oxazin-6-yl)-3-(1H-pyrrolo[2,3-b]pyridin-6-yl)urea C(C1=CC=CC=C1)N1C2=C(OCC1)C=CC(=C2)NC(=O)NC2=CC=C1C(=N2)NC=C1